C1(=CC=CC=C1)C=C1C=C(CC(=C1)C(C)(C)C)C(C)(C)C 4-phenylmethylene-2,6-di-tert-butyl-2,5-cyclohexadiene